4-(4-(4-(1-ethylpiperidin-4-yl)piperazin-1-yl)piperidin-1-yl)-3-((4-(icosyloxy)phenyl)sulfonyl)-6-(methylsulfinyl)quinoline C(C)N1CCC(CC1)N1CCN(CC1)C1CCN(CC1)C1=C(C=NC2=CC=C(C=C12)S(=O)C)S(=O)(=O)C1=CC=C(C=C1)OCCCCCCCCCCCCCCCCCCCC